(2r,4r)-2-((1s,5r)-1-(4-(tert-butyl)phenyl)-3-azabicyclo[3.1.0]hexane-3-carbonyl)-5-azaspiro[3.4]octan-6-one C(C)(C)(C)C1=CC=C(C=C1)[C@]12CN(C[C@@H]2C1)C(=O)C1CC2(C1)NC(CC2)=O